Methyl 3-fluoro-3-(pyridin-4-yl)cyclobutane-1-carboxylate FC1(CC(C1)C(=O)OC)C1=CC=NC=C1